F[B-](F)(F)F.C(C)(C)(C)P(C1CCCCC1)C1CCCCC1 tert-butyl-dicyclohexylphosphine tetrafluoroborate